4,4'-(((2-(2-hydroxyethylidene)propane-1,3-diyl)bis(oxy))bis(4-fluoro-6-methoxybenzo[b]thiophene-5,2-diyl))bis(4-oxobutanoic acid) OCC=C(COC1=C(C2=C(SC(=C2)C(CCC(=O)O)=O)C=C1OC)F)COC1=C(C2=C(SC(=C2)C(CCC(=O)O)=O)C=C1OC)F